bis-(dihydropyridinyl)-DECANE N1(CC=CC=C1)C(CCCCCCCCC)N1CC=CC=C1